2-(4-{[(1r,3s)-3-methoxycyclohexyl]amino}pyrido[3,4-d]pyridazin-1-yl)-5-(trifluoromethyl)phenol CO[C@@H]1C[C@@H](CCC1)NC=1N=NC(=C2C1C=NC=C2)C2=C(C=C(C=C2)C(F)(F)F)O